ClC12CCC(CC1)(CC2)CO 4-chlorobicyclo[2.2.2]octane-1-methanol